OC1=CC(=C(C=C1)C1=CC(=CC=C1)C(CCN1N(C(CC1)=O)CCC1=CC=C(C(=O)OC)C=C1)=O)C methyl 4-(2-(2-(3-(4'-hydroxy-2'-methyl-[1,1'-biphenyl]-3-yl)-3-oxopropyl)-5-oxopyrazolidin-1-yl)ethyl)benzoate